(5S)-2-oxo-N-((6-(trifluoromethyl)pyridin-3-yl)(2-(trifluoromethyl)thiazol-4-yl)methyl)-oxazolidine-5-carboxamide O=C1O[C@@H](CN1)C(=O)NC(C=1N=C(SC1)C(F)(F)F)C=1C=NC(=CC1)C(F)(F)F